FC=1C(=C(C(=O)[O-])C=CC1)OC 3-fluoro-2-methoxybenzoate